FC1([C@@H]([C@@H](N(C1)C(C(C)(C)O)=O)CC=1C(=C(C=CC1)C1=CC(=CC(=C1)F)F)F)NS(=O)(=O)CC)F N-{(2S,3R)-4,4-Difluoro-1-(2-hydroxy-2-methylpropanoyl)-2-[(2,3',5'-trifluoro[1,1'-biphenyl]-3-yl)methyl]-pyrrolidin-3-yl}ethansulfonamid